6-(3-ethynyl-4-methoxybenzyl)-5-methyl-2-phenyl-3-(piperidin-1-yl)pyrazolo[1,5-a]pyrimidin-7(4H)-one C(#C)C=1C=C(CC2=C(NC=3N(C2=O)N=C(C3N3CCCCC3)C3=CC=CC=C3)C)C=CC1OC